NC=1C2=C(N=CN1)N(C=C2C2=CC=C(C=C2)NC(=O)NC2=NOC(=C2)C(C)(C)C)CCC#C (4-(4-amino-7-(but-3-yn-1-yl)-7H-pyrrolo[2,3-d]pyrimidin-5-yl)phenyl)-3-(5-tert-butyl-isoxazol-3-yl)urea